1-((1-((benzyloxy)carbonyl)piperidin-4-yl)methyl)-1H-pyrrole C(C1=CC=CC=C1)OC(=O)N1CCC(CC1)CN1C=CC=C1